NC=1C=CC(=C2CN(C(C12)=O)CC(=C)C=1OC=CN1)C=1C=C2C(=NNC2=CC1)C=1SC=CC1 7-amino-2-[2-(1,3-oxazol-2-yl)prop-2-en-1-yl]-4-[3-(thiophen-2-yl)-1H-indazol-5-yl]-2,3-dihydro-1H-isoindol-1-one